4-methylbenzyl 4-(4-cyano-2-methoxyphenyl)-2,8-dimethyl-5-oxo-1,4,5,6-tetrahydro-1,6-naphthyridine-3-carboxylate C(#N)C1=CC(=C(C=C1)C1C(=C(NC=2C(=CNC(C12)=O)C)C)C(=O)OCC1=CC=C(C=C1)C)OC